CCNC(=O)[C@H]1O[C@@H](N2C=NC3C(N)=NC=NC2=3)[C@H](O)[C@@H]1O 5'-N-Ethylcarboxamidoadenosine